(triphenylphosphine) rhodium (I) chloride [Rh]Cl.C1(=CC=CC=C1)P(C1=CC=CC=C1)C1=CC=CC=C1